sodium cumenesulfonate, sodium salt [Na+].C=1(C(=CC=CC1)S(=O)(=O)[O-])C(C)C.[Na+].C=1(C(=CC=CC1)S(=O)(=O)[O-])C(C)C